3-(5-((2-(4-methoxy-4-methylpiperidin-1-yl)cyclohexyl)oxy)-1-oxoisoindolin-2-yl)piperidine-2,6-dione COC1(CCN(CC1)C1C(CCCC1)OC=1C=C2CN(C(C2=CC1)=O)C1C(NC(CC1)=O)=O)C